C(C)N1CCN(CC1)CC=1C(=NC=CC1)N ((4-ethylpiperazin-1-yl)methyl)pyridin-2-amine